tert-butyl (1-(4-(4-((1-(tert-butyl)-1H-1,2,3-triazole-4-carboxamido)methyl)-3-methylphenyl)pyridin-3-yl)piperidin-3-yl)(methyl)carbamate C(C)(C)(C)N1N=NC(=C1)C(=O)NCC1=C(C=C(C=C1)C1=C(C=NC=C1)N1CC(CCC1)N(C(OC(C)(C)C)=O)C)C